CN(CC1=NC=CC=C1)C(C1=NC=CC=C1)C1=NC=CC=C1 N-methyl-N-(pyridin-2-ylmethyl)-bis(pyridin-2-yl)methylamine